[4-(6-methoxypyridin-2-yl)piperidine-1-carbonyl]-6-methyl-N-(1-methylcyclopropyl)furo[2,3-d]pyrimidin-4-amine COC1=CC=CC(=N1)C1CCN(CC1)C(=O)C=1N=C(C2=C(N1)OC(=C2)C)NC2(CC2)C